3-Oxa-8-aza-bicyclo[3.2.1]octane C12COCC(CC1)N2